(S)-6-(4-(3-(difluoromethyl)-4-fluorophenoxy)-3,3-difluoropyrrolidin-1-yl)-2-methyl-[4,5'-bipyrimidin]-2',4'(1'H,3'H)-dione FC(C=1C=C(O[C@@H]2C(CN(C2)C2=CC(=NC(=N2)C)C=2C(NC(NC2)=O)=O)(F)F)C=CC1F)F